1,2,4-Thiadiazol S1N=CN=C1